S1SC(CC1)CCCCC(=O)N dithiolane-3-pentanoamide